2-Bromo-N-(4-methoxybenzyl)benzo[d]thiazole-5-carboxamide BrC=1SC2=C(N1)C=C(C=C2)C(=O)NCC2=CC=C(C=C2)OC